O[C@H]1[C@@H](CCCC1)NC=1N=NC(=C2C1C=NC=C2)C2=CC=C1C(CCO1)=C2O |r| 5-[4-[[rac-(1R,2R)-2-hydroxycyclohexyl]amino]pyrido[3,4-d]pyridazin-1-yl]-2,3-dihydrobenzofuran-4-ol